11-Pentadecen-1,15-olid C1(CCCCCCCCCC=CCCCO1)=O